C(C)(=O)C=1C(C(C(C1O)O)CCC(=C)C)=O 2-acetyl-3,4-dihydroxy-5-isopentenyl-cyclopent-2-enone